C(C)(=O)NCC[C@H](C(=O)OCC)NC([C@H](C(C)C)NC(C(C)(C)C1=CC=C(C=C1)Cl)=O)=O ethyl (R)-4-acetamido-2-((S)-2-(2-(4-chlorophenyl)-2-methylpropanamido)-3-methylbutanamido)butanoate